Adamantane-1-carboxylic acid [2-(3,4-dihydroxy-phenyl)-ethyl]-amide OC=1C=C(C=CC1O)CCNC(=O)C12CC3CC(CC(C1)C3)C2